5,6-diethyl-2-[2-n-propoxy-5-(2-(4-methylpiperazin-1-yl)acetamido)phenyl]pyrimidin-4(3H)-one C(C)C=1C(NC(=NC1CC)C1=C(C=CC(=C1)NC(CN1CCN(CC1)C)=O)OCCC)=O